C1=C(C=C(C(=C1O)O)O)C(=O)O[C@H]2[C@@H]([C@H]([C@@H]([C@H](O2)CO)O)O)O The molecule is a galloyl-beta-D-glucose compound having a galloyl group at the 1-position. It is a gallate ester and a galloyl beta-D-glucose.